1-[(2R,6S)-6-[[bis(4-methoxy-phenyl)-phenyl-methoxy]methyl]-6-(triisopropylsilyloxymethyl)morpholin-2-yl]-5-methyl-pyrimidine-2,4-dione COC1=CC=C(C=C1)C(OC[C@]1(O[C@H](CNC1)N1C(NC(C(=C1)C)=O)=O)CO[Si](C(C)C)(C(C)C)C(C)C)(C1=CC=CC=C1)C1=CC=C(C=C1)OC